1-(4-((1H-pyrrolo[2,3-b]pyridin-4-yl)oxy)-3-(trifluoromethyl)phenyl)-3-(3-(tert-butyl)-1-phenyl-1H-pyrazol-5-yl)urea N1C=CC=2C1=NC=CC2OC2=C(C=C(C=C2)NC(=O)NC2=CC(=NN2C2=CC=CC=C2)C(C)(C)C)C(F)(F)F